(3R)-7-((S)-4-acryloyl-2-methylpiperazin-1-yl)-9-chloro-3-((4-(2,2-difluoroethyl)piperazin-1-yl)methyl)-10-(2,4-difluorophenyl)-2,3-dihydro-5H-[1,4]thiazino[2,3,4-ij]quinazolin-5-one C(C=C)(=O)N1C[C@@H](N(CC1)C1=NC(N2C3=C(C(=C(C=C13)Cl)C1=C(C=C(C=C1)F)F)SC[C@H]2CN2CCN(CC2)CC(F)F)=O)C